CN([C@@H](CS)C(=O)O)C dimethyl-cysteine